CC=1C=C(C2=CC(=CC=C2C1)C)O 3,7-dimethylnaphthalene-1-ol